CC=1C=NC=C(C1)B1OC(C)(C)C(C)(C)O1 3-methylpyridine-5-boronic acid pinacol ester